[1-(3-fluoro-2-pyridyl)-1,2,4-triazol-3-yl]methanone FC=1C(=NC=CC1)N1N=C(N=C1)C=O